ClC1=CC(=C(C=C1)N1CC2(C1)CC(C2)(F)F)OC 2-(4-Chloro-2-methoxyphenyl)-6,6-difluoro-2-azaspiro[3.3]heptane